C1(=CC=CC=C1)P(=O)(C1=CC=CC=C1)CC1CCCN2C1=NC1=CC=C(C=C1C2=O)C(F)(F)F 6-((diphenylphosphoryl)methyl)-2-(trifluoromethyl)-6,7,8,9-tetrahydro-11H-pyrido[2,1-b]quinazolin-11-one